FC(C=1C2=CN(N=C2C(=C(C1)C1=CC=C(C=C1)C1CCN(CC1)CC(C)F)C)C(C(=O)NC=1SC=CN1)C1=C2N(C=N1)C[C@@H](C2)F)F 2-[4-(Difluoromethyl)-6-[4-[1-(2-fluoropropyl)-4-piperidyl]phenyl]-7-methyl-indazol-2-yl]-2-[(6R)-6-fluoro-6,7-dihydro-5H-pyrrolo[1,2-c]imidazol-1-yl]-N-thiazol-2-yl-acetamide